4-(5-(2-(difluoromethyl)-3-ethoxy-4-methoxyphenyl)pyridin-3-yl)-1,2-oxaborol-2-ol FC(C1=C(C=CC(=C1OCC)OC)C=1C=C(C=NC1)C=1CB(OC1)O)F